2-(4,4-dimethyl-1-piperidinyl)-8-(1-hydroxyethyl)-3-isoxazol-4-yl-6-methyl-chromen-4-one CC1(CCN(CC1)C=1OC2=C(C=C(C=C2C(C1C=1C=NOC1)=O)C)C(C)O)C